((1S,2R)-2-fluorocyclopropyl)(3-(6-(6-methoxypyridazin-4-yl)pyrrolo[1,2-b]pyridazin-4-yl)-3,8-diazabicyclo[3.2.1]octan-8-yl)methanone F[C@H]1[C@@H](C1)C(=O)N1C2CN(CC1CC2)C=2C=1N(N=CC2)C=C(C1)C1=CN=NC(=C1)OC